C1CCC2=C(C=3CCCC3C=C12)NC(=O)N[C@@H](C(=O)O)CC1=CC(=CC=C1)C1=NNC=C1 (2R)-2-{[(1,2,3,5,6,7-hexahydro-s-indacen-4-yl)carbamoyl]amino}-3-[3-(1H-pyrazol-3-yl)phenyl]propanoic acid